CC(C(=O)C1=CC=C(C=C1)SC)(C)N1CCOCC1 2-methyl-2-morpholino-1-(4-methylsulfanyl-phenyl)-1-propanone